C(C)(C)(C)OC(=O)NC(C(C(=O)[O-])C(C)=O)C1CCC1 2-[(tert-Butoxycarbonylamino)-cyclobutyl-methyl]-3-oxo-butanoate